1,2-diamino-3,8-naphthalenediol NC1=C(C(=CC2=CC=CC(=C12)O)O)N